(E)-butane-1,3-dien C=CC=C